FC1([C@H]([C@@H](CCC1)NC(=O)C=1C(N(N=C(C1)C1=CC=C(C=C1)OC(F)(F)F)C=1C=NC=CC1)=O)O)F N-[(trans)-3,3-Difluoro-2-hydroxycyclohexyl]-3-oxo-2-(pyridin-3-yl)-6-[4-(trifluoromethoxy)-phenyl]-2,3-dihydropyridazine-4-carboxamide